5-((trans-3-(3-cyclopropyl-4-(1-methyl-1H-pyrazolo[4,3-c]pyridin-6-yl)-1H-pyrazol-1-yl)cyclobutyl)methoxy)-2-(2,6-dioxopiperidin-3-yl)isoindoline-1,3-dione C1(CC1)C1=NN(C=C1C1=CC2=C(C=N1)C=NN2C)[C@@H]2C[C@H](C2)COC=2C=C1C(N(C(C1=CC2)=O)C2C(NC(CC2)=O)=O)=O